3-(4-((6-(trans-4-(3,4-dihydroisoquinolin-2(1H)-yl)-3-hydroxypiperidin-1-carbonyl)pyrimidin-4-yl)amino)piperidin-1-yl)-3-oxopropionitrile C1N(CCC2=CC=CC=C12)[C@H]1[C@@H](CN(CC1)C(=O)C1=CC(=NC=N1)NC1CCN(CC1)C(CC#N)=O)O